N[C@@H]1CN(C[C@@H]([C@H]1O)C)C1=C(C=NC=C1)NC(=O)C1=NC(=C(C=C1)F)C1=C(C=CC=C1F)F N-{4-[(3r,4r,5s)-3-Amino-4-Hydroxy-5-Methylpiperidin-1-Yl]pyridin-3-Yl}-6-(2,6-Difluorophenyl)-5-Fluoropyridine-2-Carboxamide